ClC=1C=C2C(=CNC2=CC1)CCC1N(CCC=2C=C3C(=CC12)ONO3)CC3CCOCC3 5-(2-(5-chloro-1H-indol-3-yl)ethyl)-6-((tetrahydro-2H-pyran-4-yl)methyl)-5,6,7,8-tetrahydro-[1,3]dioxazolo[4,5-g]isoquinoline